NC1=NC=CC=C1C1=NC=2C(=NC(=CC2)C2=CC=C(C=C2)N2CCOCC2)N1C1=CC=C(CNC(OC(C)(C)C)=O)C=C1 tert-butyl (4-(2-(2-aminopyridin-3-yl)-5-(4-morpholinophenyl)-3H-imidazo[4,5-b]pyridin-3-yl)benzyl)carbamate